2-mercaptoethyltolyl-triethoxysilane SCCCCO[Si](OCC)(OCC)C1=C(C=CC=C1)C